(2S)-2-[9H-Fluoren-9-ylmethoxycarbonyl-(methyl)amino]butanoic acid C1=CC=CC=2C3=CC=CC=C3C(C12)COC(=O)N([C@H](C(=O)O)CC)C